NC=1C(NC2=CC(=C(C=C2C1C1=C2C=NNC2=C(C=C1)Cl)OC(C)C)F)=O 3-amino-4-(7-chloro-1H-indazol-4-yl)-7-fluoro-6-propan-2-yloxy-1H-quinolin-2-one